1-(1-benzothiophen-7-yl)-1-[1-(trityl)imidazol-4-yl]ethanol S1C=CC2=C1C(=CC=C2)C(C)(O)C=2N=CN(C2)C(C2=CC=CC=C2)(C2=CC=CC=C2)C2=CC=CC=C2